BrC=1C(=CC=C2C=CC(=C(C12)C=O)O)OC 8-bromo-2-hydroxy-7-methoxy-1-naphthaldehyde